N-(4-ethoxy-2-fluorophenyl)-6-methyl-5-nitroisoquinolin-1-amine C(C)OC1=CC(=C(C=C1)NC1=NC=CC2=C(C(=CC=C12)C)[N+](=O)[O-])F